bis(((Z)-1,3-bis(3,5-bis(trifluoromethyl)phenyl)-2-cyano-3-oxoprop-1-en-1-yl)oxy)copper FC(C=1C=C(C=C(C1)C(F)(F)F)/C(=C(/C(=O)C1=CC(=CC(=C1)C(F)(F)F)C(F)(F)F)\C#N)/O[Cu]O\C(=C(/C(C1=CC(=CC(=C1)C(F)(F)F)C(F)(F)F)=O)\C#N)\C1=CC(=CC(=C1)C(F)(F)F)C(F)(F)F)(F)F